(3aR,5s,6aS)-N-(6-(5-fluoro-2-methylphenyl)-4-(trifluoromethyl)pyridazin-3-yl)-2-((tetrahydro-2H-pyran-3-yl)methyl)octahydro-cyclopenta[c]pyrrol-5-amine FC=1C=CC(=C(C1)C1=CC(=C(N=N1)NC1C[C@@H]2[C@@H](CN(C2)CC2COCCC2)C1)C(F)(F)F)C